C(C)OC(=O)[C@]1([C@@H](C1)C=O)C(F)(F)F |r| rac-(1s,2r)-2-formyl-1-(trifluoromethyl)cyclopropane-1-carboxylic acid ethyl ester